C(#N)N1C[C@@H](CC1)NC(=O)[C@H]1CN(CCC1)S(=O)(=O)C1=CC=C(C=C1)S(N(CC)CC)(=O)=O (R)-N-((R)-1-Cyanopyrrolidin-3-yl)-1-((4-(N,N-diethylsulfamoyl)phenyl)sulfonyl)piperidine-3-carboxamide